C(C)(C)(C)OC(=O)N1CCN(CC1)C=1SC=C(N1)COC1=CC(=CC2=C1C=C(O2)C(CBr)=O)OC 4-(4-(((2-(2-bromoacetyl)-6-methoxybenzofuran-4-yl)oxy)methyl)thiazol-2-yl)piperazine-1-carboxylic acid tert-butyl ester